3,4-difluoro-N-{[1-(3-methylbutanoyl)-1,2,3,4-tetrahydroquinolin-6-yl]methyl}benzamide FC=1C=C(C(=O)NCC=2C=C3CCCN(C3=CC2)C(CC(C)C)=O)C=CC1F